ClC1=CC=C(C=C1)C1=C(C(=CC=2N=C(SC21)C=2C=C1C(=NN(C1=CC2)C)C2CN(C2)C(=O)OC(C)(C)C)C)[C@@H](C(=O)OCC)OC2CC2 tert-butyl (S)-3-(5-(7-(4-chlorophenyl)-6-(1-cyclopropoxy-2-ethoxy-2-oxoethyl)-5-methylbenzo[d]thiazol-2-yl)-1-methyl-1H-indazol-3-yl)azetidine-1-carboxylate